6-chloro-1-(3-methyl-3-((tetrahydro-2H-pyran-2-yl)oxy)but-1-yn-1-yl)isoquinoline ClC=1C=C2C=CN=C(C2=CC1)C#CC(C)(OC1OCCCC1)C